1-((3S,4R)-4-(3,4-difluorophenyl)-1-(2-methoxyethyl)pyrrolidin-3-yl)-3-(3-(3-methoxyphenyl)-1-methyl-1H-pyrazol-5-yl)urea FC=1C=C(C=CC1F)[C@H]1[C@@H](CN(C1)CCOC)NC(=O)NC1=CC(=NN1C)C1=CC(=CC=C1)OC